6-ethyl-2,2-dimethyldecane C(C)C(CCCC(C)(C)C)CCCC